FC(C=1C(=C(C=CC1)[C@@H](C)NC1=NN=C(C=2C1=CN(C(C2)=O)C2(CC2)C)C(=O)O)F)F (R)-4-((1-(3-(difluoromethyl)-2-fluorophenyl)ethyl)amino)-6-(1-methylcyclopropyl)-7-oxo-6,7-dihydropyrido[3,4-d]pyridazine-1-carboxylic acid